(S)-8,9-Difluoro-1-(((R)-1-(4-methoxyphenyl)ethyl)amino)-1,5-dihydro-2H-pyrano[3,4-c]isoquinolin-6(4H)-one FC=1C(=CC=2C3=C(NC(C2C1)=O)COC[C@H]3N[C@H](C)C3=CC=C(C=C3)OC)F